N-(2-bromo-4,5-difluorobenzyl)-N-(2,2-dimethoxyethyl)-4-methylbenzenesulfonamide BrC1=C(CN(S(=O)(=O)C2=CC=C(C=C2)C)CC(OC)OC)C=C(C(=C1)F)F